6-chloro-5-cyano-4-[[3-[(3R)-3-hydroxybutyl]-1-methyl-2-oxo-benzimidazol-5-yl]amino]pyridine-2-carboxylic acid ClC1=C(C(=CC(=N1)C(=O)O)NC1=CC2=C(N(C(N2CC[C@@H](C)O)=O)C)C=C1)C#N